CN([C@@H]1CN(CC1)C=1C=CC=2N(C(C=C(N2)C2=CC(=C(C=C2)OC)F)=O)C1)C 7-[(3S)-3-(dimethylamino)pyrrolidin-1-yl]-2-(3-fluoro-4-methoxyphenyl)-4H-pyrido[1,2-a]pyrimidin-4-one